ClC1=NC=CC(=C1)C1=CC2=CNCC3(C2=N1)CCCC3 2'-(2-chloropyridin-4-yl)-5',6'-dihydrospiro[cyclopentane-1,7'-pyrrolo[3,2-c]pyridin]